4-chloro-2-(2,4-dimethoxybenzyl)-3-methylisoindolin-1-one ClC1=C2C(N(C(C2=CC=C1)=O)CC1=C(C=C(C=C1)OC)OC)C